CC1=C(C=C(C(=O)NC2=CC=C(C=3C=C(C=C(C23)S(=O)(=O)O)S(=O)(=O)O)S(=O)(=O)O)C=C1)NC(C1=CC(=CC=C1)NC(NC1=CC(=CC=C1)C(NC1=C(C=CC(=C1)C(NC1=CC=C(C2=CC(=CC(=C12)S(=O)(=O)O)S(=O)(=O)O)S(=O)(=O)O)=O)C)=O)=O)=O 8-[[4-methyl-3-[[3-[[3-[[2-methyl-5-[(4,6,8-trisulfonaphthalen-1-yl)carbamoyl]phenyl]carbamoyl]phenyl]carbamoylamino]benzoyl]amino]benzoyl]amino]naphthalene-1,3,5-trisulfonic acid